ClC=CC(F)(F)F CHLORo-TRIFLUORoPROPEN